lithium hydrogen phosphate salt P(=O)(O)([O-])[O-].[Li+].[Li+]